1-[4-(2,3-dimethylphenyl)piperazin-1-yl]-2-{3-[(3R,4S)-4-hydroxy-3-methylpiperidine-1-carbonyl]-5,6-dihydrocyclopenta[c]pyrazol-1(4H)-yl}ethan-1-one CC1=C(C=CC=C1C)N1CCN(CC1)C(CN1N=C(C2=C1CCC2)C(=O)N2C[C@H]([C@H](CC2)O)C)=O